FC1=CC=C2C(=C(NC2=C1C=1C(=NN(C1C)C)[C@@H](CCN1CCOCC1)O)C(=O)OCC)CCCOC1=CC=CC2=CC=CC=C12 |r| (rac)-ethyl 6-fluoro-7-{3-[1-hydroxy-3-(morpholin-4-yl)propyl]-1,5-dimethyl-1H-pyrazol-4-yl}-3-[3-(naphthalen-1-yloxy)propyl]-1H-indole-2-carboxylate